2-anilino-1,4-naphthoquinone N(C1=CC=CC=C1)C=1C(C2=CC=CC=C2C(C1)=O)=O